C(C)(C)C1=NNC(=C1)C(=O)N1C[C@@H](CC1)NC(=O)C1CC1 (R)-N-(1-(3-isopropyl-1H-pyrazole-5-carbonyl)pyrrolidin-3-yl)cyclopropanecarboxamide